(3S)-l-1-(5-chloro-2,4-difluorophenyl)-3-(2-methoxyethoxy)-10-(trifluoromethyl)-3,4-dihydro-2H,6H-[1,4]thiazepino[2,3,4-ij]quinazoline-6,8(7H)-dione ClC=1C(=CC(=C(C1)S1C[C@H](CN2C(NC(C3=CC(=CC1=C23)C(F)(F)F)=O)=O)OCCOC)F)F